BrC(=O)Br bromoformyl bromide